(S)-4-chloro-N-isopropyl-1-oxo-3-(1-((5-oxo-5,8-dihydropyrido[2,3-d]pyrimidin-4-yl)amino)ethyl)-2-phenyl-1,2-dihydroisoquinoline-8-carboxamide ClC1=C(N(C(C2=C(C=CC=C12)C(=O)NC(C)C)=O)C1=CC=CC=C1)[C@H](C)NC=1C2=C(N=CN1)NC=CC2=O